7-fluoro-8-(6-fluoro-3-pyridinyl)-1-isopropyl-3-methyl-imidazo[4,5-c]quinolin-2-one FC=1C(=CC=2C3=C(C=NC2C1)N(C(N3C(C)C)=O)C)C=3C=NC(=CC3)F